N\C(\C(=O)OCC)=N/N1C(C(CC1C1CC1)O[Si](C)(C)C(C)(C)C)=O ethyl (2Z)-2-amino-2-[3-[tert-butyl (dimethyl) silyl]oxy-5-cyclopropyl-2-oxo-pyrrolidin-1-yl]imino-acetate